(±)-3-(Quinoxalin-2-yl)-3-(3-(3-(5,6,7,8-tetrahydro-1,8-naphthyridin-2-yl)propyl)-1H-pyrazol-1-yl)propanoic acid N1=C(C=NC2=CC=CC=C12)[C@@H](CC(=O)O)N1N=C(C=C1)CCCC1=NC=2NCCCC2C=C1 |r|